N1=CC(=CC=C1)NC(=O)C=1C=C(C2=C(CCO2)C1)C(=O)N N5-(pyridin-3-yl)-2,3-dihydrobenzofuran-5,7-dicarboxamide